F[B-](F)(F)F.BrC=1C=C2N(C(C=NC2=CC1)[N+]#N)Cl 6-Bromo-4-chloroquinoxaline-3-diazonium fluoroborate